[Co+2].ClC1=CC=C(C=C1)C=1C2=CC=C(N2)C(=C2C=CC(C(=C3C=CC(=C(C=4C=CC1N4)C4=CC=C(C=C4)Cl)N3)C3=CC=C(C=C3)Cl)=N2)C2=CC=C(C=C2)Cl 5,10,15,20-tetrakis(4-chlorophenyl)porphyrin cobalt (II)